C(C)OCC1(CCN(CC1)CC1=CC=NN1C)CCC1=CC=CC=C1 4-(ethoxymethyl)-1-((1-methyl-1H-pyrazol-5-yl)methyl)-4-phenethyl-piperidine